N-(2,2-dimethyl-6-(piperazin-1-yl)-2,3-dihydrobenzofuran-5-yl)pyrazolo[1,5-a]pyrimidine-3-carboxamide CC1(OC2=C(C1)C=C(C(=C2)N2CCNCC2)NC(=O)C=2C=NN1C2N=CC=C1)C